hydroxyisopropyl-m-toluidine ON(C1=CC(=CC=C1)C)C(C)C